N1(N=NC=C1)C[C@H](C)NC(=O)C1=NC=CN=C1 N-[(2S)-1-(1H-1,2,3-triazol-1-yl)propan-2-yl]pyrazin-2-carboxamide